BrC=1C(=C(C=CC1)C1N(CCC2=C1N=C(N2C)C(=O)N)CC2(COC2)CO)C (3-bromo-2-methylphenyl)-5-((3-(hydroxymethyl)oxetan-3-yl)methyl)-1-methyl-4,5,6,7-tetrahydro-1H-imidazo[4,5-c]pyridine-2-carboxamide